BrC1=CC=CC2=C1SC(=C2CC(F)(F)F)C#N 7-bromo-3-(2,2,2-trifluoroethyl)benzo[b]thiophene-2-carbonitrile